1,3,9-trimethyl-8-(methylsulfonyl)-3,9-dihydro-1H-purine-2,6-dione CN1C(N(C=2N(C(=NC2C1=O)S(=O)(=O)C)C)C)=O